N1=CC=C2N1C=CN=C2N2C[C@H](CC2)NC(OC(C)(C)C)=O (S)-tert-butyl (1-(pyrazolo[1,5-a]pyrazin-4-yl)pyrrolidin-3-yl)carbamate